S1C(=NC2=C1C=CC=C2)COC=2C=C1C(=CC(=NC1=CC2)C(=O)OCC)C(=O)OCC 2,4-diethyl 6-(1,3-benzothiazol-2-ylmethoxy)quinoline-2,4-dicarboxylate